6-(3-chloro-5-dimethylphosphorylphenyl)-N-[(2,4-dimethoxyphenyl)methyl]-4-methylphthalazin-1-amine ClC=1C=C(C=C(C1)P(=O)(C)C)C=1C=C2C(=NN=C(C2=CC1)NCC1=C(C=C(C=C1)OC)OC)C